C(C(O)CO)(=O)[O-].[Fe+2].[Co+2].C(C(O)CO)(=O)[O-].C(C(O)CO)(=O)[O-].C(C(O)CO)(=O)[O-] cobalt-iron glycerate